3-(1,1-Dimethoxy-ethyl)-1,1-dimethyl-cyclohexane COC(C)(OC)C1CC(CCC1)(C)C